(4S,5R)-5-butyl-4-methyloxolan-2-one C(CCC)[C@@H]1[C@H](CC(O1)=O)C